(R)-3-chloro-2-methyl-6,7,7a,8,10,11-hexahydro-9H-pyrazino[1,2-d]pyrido[3,2-b][1,4]oxazepin ClC1=CC=2OCC[C@H]3N(C2N=C1C)CCNC3